2,5-dimethyl-1-hexyl acrylate C(C=C)(=O)OCC(CCC(C)C)C